1-(thien-2-yl)ethan-1-one S1C(=CC=C1)C(C)=O